4-((3-formylphenoxy)methyl)benzoic acid C(=O)C=1C=C(OCC2=CC=C(C(=O)O)C=C2)C=CC1